dimethylaminoethyl-thiosarcosine CN(C)CCN(C)CC(=S)O